2-[(2-Fluoroacetyl)-[[(2S)-1-[1-(4-chlorophenyl)cyclopropanecarbonyl]pyrrolidine-2-carbonyl]amino]amino]acetamide FCC(=O)N(CC(=O)N)NC(=O)[C@H]1N(CCC1)C(=O)C1(CC1)C1=CC=C(C=C1)Cl